(3-amino-3-carboxypropyl)-3,5-dicarboxy-1,1'-biphenyl hydrochloride Cl.NC(CCC1=C(C=C(C=C1C(=O)O)C(=O)O)C1=CC=CC=C1)C(=O)O